Calcium-manganese-iron [Fe].[Mn].[Ca]